ClC1=C(C(=O)NC2CC(C2)N2C3=NC=NC(=C3N=C2)NC2=CC=C(C=C2)N2CCN(CC2)CC2CCN(CC2)C(COC2=CC=C(C=C2)[C@H]2C(NC(CC2)=O)=O)=O)C(=CC=C1)Cl 2,6-dichloro-N-((1s,3s)-3-(6-((4-(4-((1-(2-(4-(2,6-dioxopiperidin-3-yl)phenoxy)acetyl)piperidin-4-yl)methyl)piperazin-1-yl)phenyl)amino)-9H-purin-9-yl)cyclobutyl)benzamide